ClC=1C(=NC(=NC1)NC1CCOCC1)C1=CC=C2CN(C(C2=C1)=O)CC(=O)NC(CO)C1=CC=C(C=C1)OC 2-(6-{5-chloro-2-[(oxan-4-yl)amino]pyrimidin-4-yl}-1-oxo-2,3-dihydro-1H-isoindol-2-yl)-N-[2-hydroxy-1-(4-methoxyphenyl)ethyl]acetamide